ClC=1C=NN2C1C=C(C=C2OC)NC(=O)C=2C=NN(C2C(F)(F)F)C2=C1C=CNC(C1=CC=C2)=C=O N-(3-chloro-7-methoxypyrazolo[1,5-a]pyridin-5-yl)-1-(1-carbonyl-1,2-dihydroisoquinolin-5-yl)-5-(trifluoromethyl)-1H-pyrazole-4-carboxamide